C(C)N1N=NC(=C1)C1=CC(=C(C(=O)N([C@H]2CNCCC2)C2=NC=CC3=CC(=CC(=C23)C)OC)C=C1)F (R)-4-(1-ethyl-1H-1,2,3-triazol-4-yl)-2-fluoro-N-(6-methoxy-8-methylisoquinolin-1-yl)-N-(piperidin-3-yl)benzamide